1-[[tert-butyl(dimethyl)silyl]oxymethyl]-5-methyl-8-oxabicyclo[3.2.1]octan-3-one [Si](C)(C)(C(C)(C)C)OCC12CC(CC(CC1)(O2)C)=O